C(C)S(=O)(=O)C=1C(=NC=CC1)C1=NC=2N(C=C1)N=CC2 5-(3-(ethylsulfonyl)pyridin-2-yl)-pyrazolo[1,5-a]pyrimidine